imidazopyridine zinc [Zn].N1C=NC2=C1C=CC=N2